tert-Butyl 3a-allyl-4-oxohexahydrocyclopenta[b]pyrrole-1(2H)-carboxylate C(C=C)C12C(N(CC1)C(=O)OC(C)(C)C)CCC2=O